CC1(OC[C@@H](O1)C(=O)N1CCC(CC1)[C@H](N[S@@](=O)C(C)(C)C)C1=C(C=C(C(=C1)F)C)OCC=C)C (S)-N-[(S)-[1-[(4R)-2,2-dimethyl-1,3-dioxolane-4-carbonyl]piperidin-4-yl][5-fluoro-4-methyl-2-(prop-2-en-1-yloxy)phenyl]methyl]-2-methylpropane-2-sulfinamide